ClC1=C(C(=CC=C1)Cl)C1=CC2=C(N=C(N=C2)NC2=CC=C(N=N2)OCCN2CC3N(C(C2)C3)C(=O)OC(C)(C)C)N(C1=O)C tert-butyl 3-(2-((6-((6-(2,6-dichlorophenyl)-8-methyl-7-oxo-7,8-dihydropyrido[2,3-d]pyrimidin-2-yl)amino)pyridazin-3-yl)oxy)ethyl)-3,6-diazabicyclo[3.1.1]heptane-6-carboxylate